N-(4-acetylphenyl)-3-[(5-methyl-2-{[4-(morpholin-4-yl)phenyl]amino}pyrimidin-4-yl)amino]pyrrolidine-1-carboxamide C(C)(=O)C1=CC=C(C=C1)NC(=O)N1CC(CC1)NC1=NC(=NC=C1C)NC1=CC=C(C=C1)N1CCOCC1